C1(CC1)C1=C(C=NC2=CC(=CN=C12)OC)NC1=CC=C(C=C1)[C@@H](C(F)(F)F)N(C(=O)C1CCS(CC1)(=O)=O)C (S)-N-(1-(4-((4-cyclopropyl-7-methoxy-1,5-naphthyridin-3-yl)amino)phenyl)-2,2,2-trifluoroethyl)-N-methyltetrahydro-2H-thiopyran-4-carboxamide 1,1-dioxide